Tert-butyl 3,3-difluoro-4-(2-hydroxyethyl)piperidine-1-carboxylate FC1(CN(CCC1CCO)C(=O)OC(C)(C)C)F